(-)-7-Phenyl-2-(p-tolyl)-4,5,6,7-tetrahydropyrazolo[1,5-a]pyrimidine C1(=CC=CC=C1)C1CCNC=2N1N=C(C2)C2=CC=C(C=C2)C